C(C)(C)(C)OC(=O)C1CN(C1)C1CCN(CC1)C=1C=C2C(N(C(C2=CC1)=O)C1C(NC(CC1)=O)=O)=O 1-{1-[2-(2,6-dioxopiperidin-3-yl)-1,3-dioxo-2,3-dihydro-1H-isoindol-5-yl]Piperidin-4-yl}azetidine-3-carboxylic acid tert-butyl ester